C1(CCCCC1)N1N=CC=C1CNC(=O)C1=CN=C(O1)C1=CC(=C(C=C1)F)O N-((1-cyclohexyl-1H-pyrazol-5-yl)methyl)-2-(4-fluoro-3-hydroxyphenyl)oxazole-5-carboxamide